C(C)N1CCN(CC1)C=1C=C2C(NC(NC2=CC1F)=O)=O 6-(4-ethylpiperazin-1-yl)-7-fluoroquinazoline-2,4(1H,3H)-dione